tert-butyl N-[(3R)-7-(hydrazinecarbonyl)-4-oxo-5-[[4-(trifluoromethoxy)phenyl]methyl]-2,3-dihydro-1,5-benzothiazepin-3-yl]carbamate N(N)C(=O)C=1C=CC2=C(N(C([C@H](CS2)NC(OC(C)(C)C)=O)=O)CC2=CC=C(C=C2)OC(F)(F)F)C1